(R)-6-(3-aminopiperidin-1-yl)-3-(4-methoxybenzyl)-1-(3-(5-methyl-1H-imidazol-1-yl)propyl)pyrimidine-2,4(1H,3H)-dione N[C@H]1CN(CCC1)C1=CC(N(C(N1CCCN1C=NC=C1C)=O)CC1=CC=C(C=C1)OC)=O